N(C(=O)C)C=1C(=C(N(OC(C)=O)OC(C)=O)C=CC1)CC m-acetamino-N,N-diacetoxyethylaniline